ethyl 2,4,6-triisopropylbenzoate C(C)(C)C1=C(C(=O)OCC)C(=CC(=C1)C(C)C)C(C)C